7-[2-(biscarboxymethylamino)ethyl]-4,10-biscarboxymethyl-1,4,7,10-tetraazacyclododec-1-yl-acetic acid C(=O)(O)CN(CCN1CCN(CCN(CCN(CC1)CC(=O)O)CC(=O)O)CC(=O)O)CC(=O)O